tert-butyl N-[[4-[6-[4-[4-[4-(2,6-dioxo-3-piperidyl)phenyl]-1-piperidyl]butyl]pyrrolo[2,1-f][1,2,4]triazin-4-yl]-2-methyl-phenyl]methyl]carbamate O=C1NC(CCC1C1=CC=C(C=C1)C1CCN(CC1)CCCCC=1C=C2C(=NC=NN2C1)C1=CC(=C(C=C1)CNC(OC(C)(C)C)=O)C)=O